C1(CC1)N1N=CC(=C1)S(=O)(=O)NC(NC1=C2CCCC2=CC=C1C1=CC(=NC=C1)OC)=O 1-cyclopropyl-N-((5-(2-methoxypyridin-4-yl)-2,3-dihydro-1H-inden-4-yl)carbamoyl)-1H-pyrazole-4-sulfonamide